C1(CCC1)OC1=C(C=C(CNCCCCOCCNC2=NC3=C(C4=CN=CC=C24)C=CC=C3)C=C1)OCCO 5-((2-(4-((4-cyclobutoxy-3-(2-hydroxyethoxy)benzyl)amino)butoxy)ethyl)amino)benzo[c][2,6]naphthyridine